[S-2].[S-2].[S-2].[S-2].[V+5] vanadium-tetrasulfide